ClN1NC(=CC(=N1)CC=C)CC=C 2-chloro-4,6-bis(allyl)triazine